N-(1-methyl-3-(pyridin-2-yl)-1H-pyrazol-4-yl)-5'-((2,2,2-trifluoroethyl)amino)-[2,3'-bipyridine]-6-carboxamide CN1N=C(C(=C1)NC(=O)C1=CC=CC(=N1)C=1C=NC=C(C1)NCC(F)(F)F)C1=NC=CC=C1